4-(3-((trans)-4-(2-(3,3-difluoropiperidin-4-yl)ethoxy)cyclohexyl)-4,4-dimethyl-5-oxo-2-thioxoimidazolidin-1-yl)-2-(trifluoromethyl)benzonitrile FC1(CNCCC1CCO[C@@H]1CC[C@H](CC1)N1C(N(C(C1(C)C)=O)C1=CC(=C(C#N)C=C1)C(F)(F)F)=S)F